C(C1=CC=CC=C1)OCC1=NN(C(N1CC)=O)C1=NC(=C(C(=O)NC2=C(C=CC(=C2)C)F)C=C1F)C=COCC 6-(3-((benzyloxy)methyl)-4-ethyl-5-oxo-4,5-dihydro-1H-1,2,4-triazol-1-yl)-2-(2-ethoxyvinyl)-5-fluoro-N-(2-fluoro-5-methylphenyl)nicotinamide